N(N)C1=NC2=CC(=CC=C2C(N1COCC[Si](C)(C)C)=O)[N+](=O)[O-] 2-hydrazino-7-nitro-3-((2-(trimethylsilyl)ethoxy)methyl)quinazolin-4(3H)-one